2-(dimethylamino)-N-((1s,4s)-4-(5-ethynyl-2-((4-(4-methylpiperazin-1-yl)phenyl)amino)-7-oxopyrido[2,3-d]pyrimidin-8(7H)-yl)cyclohexyl)acetamide CN(CC(=O)NC1CCC(CC1)N1C(C=C(C2=C1N=C(N=C2)NC2=CC=C(C=C2)N2CCN(CC2)C)C#C)=O)C